C1CNC(=O)C(=O)N1 Piperazinedione